N(=[N+]=[N-])CC1=CC(=NN1CC)C 5-(azidomethyl)-1-ethyl-3-methyl-1H-pyrazole